C(C1=CC=CC=C1)(C1=CC=CC=C1)OC(=O)C1N2C(CC2SC1C)=O 3-methyl-7-oxo-4-thia-1-azabicyclo[3.2.0]heptane-2-carboxylic acid benzhydryl ester